BrC=1C=C2C(=CNC2=CC1)C(C(C(=O)OCC)(F)F)O ethyl 3-(5-bromo-1H-indol-3-yl)-2,2-difluoro-3-hydroxypropionate